C(C1=CC=CC=C1)OC=1C=C2C=CC(=C(C2=CC1)OC1=CC=C(OCCOCCOCCOCCNC2=CC=C3CN(C(C3=C2)=O)C2C(NC(CC2)=O)=O)C=C1)C1=CC=C(C=C1)S(=O)(=O)C 3-(6-((2-(2-(2-(2-(4-((6-(benzyl-Oxy)-2-(4-(methylsulfonyl)phenyl)naphthalene-1-yl)oxy)phenoxy)ethoxy)ethoxy)ethoxy)ethyl)amino)-1-Oxoisoindol-2-yl)piperidine-2,6-dione